FC1=C(C2=C(C(=N1)OC)N=C(S2)NC(=O)N2C[C@]1(CC2)COCCC1)N1CCOCC1 (5S)-N-[6-fluoro-4-methoxy-7-(morpholin-4-yl)-[1,3]thiazolo[4,5-c]pyridin-2-yl]-7-oxa-2-azaspiro[4.5]decane-2-carboxamide